C(C=C)C=1C=C(C=CC1O)C=1C(=CC=C(C1)CCC)O 3'-allyl-5-propyl-[1,1'-biphenyl]-2,4'-diol